N[C@H]1CN(CCC1)C(=O)C=1C=CC=2N(C1)N=C(C2C)C=2N(C1=C(C=CC=C1C2)C2CCN(CC2)C([C@@H](C)OC)=O)CC2CC2 (R)-1-(4-(2-(6-((R)-3-aminopiperidine-1-carbonyl)-3-methylpyrazolo[1,5-a]pyridin-2-yl)-1-(cyclopropylmethyl)-1H-indol-7-yl)piperidin-1-yl)-2-methoxypropan-1-one